4-(4-bromophenyl)piperazine-1-carboxylic acid tert-butyl ester C(C)(C)(C)OC(=O)N1CCN(CC1)C1=CC=C(C=C1)Br